COC(=O)[C@@H]1[C@H]2C([C@H]2CN1C([C@@H](NC(NC)=O)C(C)(C)C)=O)(C)C.CC1C(C(CCCC1)C)=O 2,7-dimethyl-cycloheptanone methyl-(1R,2S,5S)-6,6-dimethyl-3-[3-methyl-N-(methylcarbamoyl)-L-valyl]-3-azabicyclo[3.1.0]hexane-2-carboxylate